ClC1=CC(=CC=C1)S(=O)(=O)CC1=CC=C(C=C1)[N+](=O)[O-] 1-chloro-3-((4-nitrobenzyl)sulfonyl)benzene